(((((2,2'-dimethyl-[1,1'-biphenyl]-3,3'-diyl)bis(azanediyl))bis(carbonyl)bis(4-cyclopropylpyridine-6,3-diyl))bis(methylene))bis(azanediyl)) (3S,3'S)-bis(3-hydroxybutanoate) O[C@H](CC(=O)ONCC=1C=NC(=CC1C1CC1)C(=O)NC=1C(=C(C=CC1)C1=C(C(=CC=C1)NC(=O)C1=CC(=C(C=N1)CNOC(CC(C)O)=O)C1CC1)C)C)C